N(=C=O)C1=CC=C(C=C1)S(=O)(=O)[O-].[Na+] sodium 4-isocyanatobenzenesulfonate